7-(Ethoxycarbonyl)-5,6,7,8-tetrahydroisoquinoline-3-carboxylic acid C(C)OC(=O)C1CCC=2C=C(N=CC2C1)C(=O)O